2-Methoxy-6-methylpyrazine COC1=NC(=CN=C1)C